1,3-Bis(aminoethyl)benzene NCCC1=CC(=CC=C1)CCN